FC=1C=C(C=CC1F)C1(CC1)NC(CC)=O N-(1-(3,4-difluorophenyl)cyclopropyl)propanamide